4-chloro-3-(1H-pyrazol-3-yl)-1H-pyrrolo[2,3-b]pyridine ClC1=C2C(=NC=C1)NC=C2C2=NNC=C2